C(C)(C)NC(CCCCCCCCCCCCCCC(C)C)=O isostearic acid isopropyl amide